COC(C1=CN=C(C=C1)N1CC2(CC1)C(NC(CC2)=O)=O)=O 6-(6,8-Dioxo-2,7-diazaspiro[4.5]dec-2-yl)nicotinic acid methyl ester